O[C@H](C)C1=NC=2C(=C3C(=NC2)NC=C3)N1N1CCC(CC1)CC#N (R)-2-(1-(2-(1-hydroxyethyl)imidazo[4,5-d]pyrrolo[2,3-b]pyridin-1(6H)-yl)piperidin-4-yl)acetonitrile